[Sb].[Se].[Au].[Na] sodium-gold-selenium-antimony